2-(Methyl-pyridazin-3-ylmethyl-amino)-5-oxo-5H-thieno[3,2-b]pyran-6-carboxylic acid CN(C1=CC=2OC(C(=CC2S1)C(=O)O)=O)CC=1N=NC=CC1